BrC1=C(C=NC2=CC=C(C=C12)Cl)N1CCOCC1 (4-bromo-6-chloro-3-quinolinyl)morpholine